[S-2].[NH4+].[NH4+] Ammonium sulfide